tert-butyl (2S,4R)-2-(dimethylcarbamothioyl)-4-[(3-2-[2-(oxan-2-yloxy)ethoxy]ethoxyphenyl)methoxy]pyrrolidine-1-carboxylate CN(C(=S)[C@H]1N(C[C@@H](C1)OCC1=CC(=CC=C1)OCCOCCOC1OCCCC1)C(=O)OC(C)(C)C)C